4,6-difluoro-1H-indole-2-carboxamide FC1=C2C=C(NC2=CC(=C1)F)C(=O)N